2,4-dimethoxybromobenzene COC1=CC(=C(C=C1)Br)OC